FC1=C(C=CC(=C1)OC1=CC=CC=C1)C=1N=C(N2N=CN=C(C21)N)[C@H]2CO[C@H](CC2)COC 5-(2-fluoro-4-phenoxyphenyl)-7-((3S,6R)-6-(methoxymethyl)tetrahydro-2H-pyran-3-yl)imidazo[5,1-f][1,2,4]triazin-4-amine